N-(4-piperidinyl)-4-(2,6-dichlorobenzoylamino)-1H-pyrazole-3-carboxamide C1CNCCC1NC(=O)C2=C(C=NN2)NC(=O)C3=C(C=CC=C3Cl)Cl